8-methoxy-11-methyl-1,10,19-triazatricyclo[10.5.2.0^{15,18}]nonadeca-12(19),13,15(18),16-tetraen-9-one COC1CCCCCCN2C=CC=3C=CC(C(NC1=O)C)=NC23